[N+](=O)([O-])C1=C(N(N=C1)C1OCCCC1)C1=C(N)C=CC=C1 2-[4-Nitro-2-(tetrahydro-pyran-2-yl)-2H-pyrazol-3-yl]-aniline